C(#N)CC1CCN(CC1)C=1N=C(C2=C(C=NNC2=O)N1)NC1=CC=C(C=C1)N1CCN(CC1)C(CC#N)=O 3-(4-(4-((2-(4-(Cyanomethyl)piperidin-1-yl)-5-oxo-5,6-dihydropyrimido[4,5-d]pyridazin-4-yl)amino)phenyl)piperazin-1-yl)-3-oxopropannitril